CN1C(=NC(=C1)C(F)(F)F)C1=CC=C(C=C1)SC1=CNC2=C1N=C(N=C2)C2=C(C=CC=C2)C(F)(F)F 7-[4-[1-methyl-4-(trifluoromethyl)imidazol-2-yl]phenyl]sulfanyl-2-[2-(trifluoromethyl)phenyl]-5H-pyrrolo[3,2-d]pyrimidine